1-(4-(difluoromethoxy)-3-(pyridin-3-yl)phenyl)-3-methyl-1H-pyrazole-4-carboxylic acid FC(OC1=C(C=C(C=C1)N1N=C(C(=C1)C(=O)O)C)C=1C=NC=CC1)F